Racemic-tert-butyl 1-(4-chloro-N-methyl-1H-indole-2-carboxamido)-8,9-difluoro-6-oxo-1,4,5,6-tetrahydrobenzo[c][1,7]naphthyridine-3(2H)-carboxylate ClC1=C2C=C(NC2=CC=C1)C(=O)N(C)[C@@H]1C=2C3=C(C(NC2CN(C1)C(=O)OC(C)(C)C)=O)C=C(C(=C3)F)F |r|